The molecule is a sphingoid that is the C20 analogue of sphingosine. It has a role as a mouse metabolite. It is a sphingoid and an aminodiol. It is a conjugate base of a C20 sphingosine(1+). CCCCCCCCCCCCCCC/C=C/[C@H]([C@H](CO)N)O